6-(5,5-difluoro-2-azaspiro[3.3]heptan-2-yl)-4-methylpyridin FC1(C2(CN(C2)C2=CC(=CC=N2)C)CC1)F